C(#C)C1=CC=C(C=C1)C1=NC(=NC(=N1)C1=CC=C(C=C1)C#C)C1=CC=C(C=C1)C#C 2,4,6-tri(4-ethynyl-phenyl)-1,3,5-triazine